ClC1=CC=C(C=C1)C=1OC(=C(N1)CC1=CC=C(C=C1)OC1=CC=CC=C1)C1=CC=CC=C1 2-(4-chlorophenyl)-4-(4-phenoxybenzyl)-5-phenyloxazole